COC(C(=O)O)(C1=CC=CC=C1)OC dimethoxyphenylacetic acid